C(C)(C)(C)OC(=O)N1CC(=CC1)C1=CC(=NC=C1)N 3-(2-Aminopyridin-4-yl)-2,5-dihydro-1H-pyrrole-1-carboxylic acid tert-butyl ester